FC1CC(N(C1)C(CC1=CN=NN1)=O)C(=O)NC(C1=CC=CC=C1)C1=NC(=C(C=C1)C(C)C)OC 4-fluoro-N-{[6-methoxy-5-(propan-2-yl)pyridin-2-yl](phenyl)methyl}-1-[2-(1H-1,2,3-triazol-5-yl)acetyl]pyrrolidine-2-carboxamide